2-(pyridin-3-yl)-6-(2-oxa-7-azaspiro[3.5]Nonan-7-yl)-N-(4-(trifluoromethoxy)pyridin-2-yl)pyrimidin-4-amine N1=CC(=CC=C1)C1=NC(=CC(=N1)NC1=NC=CC(=C1)OC(F)(F)F)N1CCC2(COC2)CC1